[Si]=O silicon mono-oxide